C(C)(C)(C)C1=NN=NN1CC1=CC=C(C=C1)C=C 5-tert-butyl-1-(4-vinylbenzyl)-1H-tetrazole